benzoic acid hydroxypropyl ester OCCCOC(C1=CC=CC=C1)=O